C(C)(C)C1=C(NC2=CN=C(C(=C21)C)N2CCC(CC2)NC2COC2)C=2C=C(C=1N(C2)N=CN1)C 1-(3-isopropyl-4-methyl-2-(8-methyl-[1,2,4]triazolo[1,5-a]pyridin-6-yl)-1H-pyrrolo[2,3-c]pyridin-5-yl)-N-(oxetan-3-yl)piperidin-4-amine